ClC1=C2C=CC(=NC2=CC=N1)OC 5-chloro-2-methoxy-1,6-naphthyridine